C(C)C1=C(C=CC(=C1)Br)I 2-ethyl-4-bromo-1-iodobenzene